S1NCCCC1 thiazinan